6-methyl-1-(4-(trifluoromethyl)benzyl)isoquinoline CC=1C=C2C=CN=C(C2=CC1)CC1=CC=C(C=C1)C(F)(F)F